FC1=C(C=CC=C1)C(=CC(=O)OC)C1=C(C=CC(=C1)C)OCOC Methyl 3-(2-fluorophenyl)-3-(2-methoxymethoxy-5-methyl-phenyl)-acrylate